3-amino-1,5-naphthalenedisulfonic acid disodium salt [Na+].[Na+].NC=1C=C(C=2C=CC=C(C2C1)S(=O)(=O)[O-])S(=O)(=O)[O-]